(S)-N-(3-(3-(6-Bromo-7-((1-(ethylsulfonyl)pyrrolidin-3-yl)amino)-1H-imidazo[4,5-b]pyridin-2-yl)-2,5-dimethyl-1H-pyrrol-1-yl)phenyl)-2-(4-methylpiperazin-1-yl)acetamid BrC=1C(=C2C(=NC1)N=C(N2)C2=C(N(C(=C2)C)C=2C=C(C=CC2)NC(CN2CCN(CC2)C)=O)C)N[C@@H]2CN(CC2)S(=O)(=O)CC